pyrrolo[3,2-b]pyridine-5-carbaldehyde N1=CC=C2NC(=CC=C21)C=O